3-((5-chloro-1H-indol-2-yl)methyl)-1-((3R)-1-(2-hydroxypropanoyl)piperidin-3-yl)-1-methylurea ClC=1C=C2C=C(NC2=CC1)CNC(N(C)[C@H]1CN(CCC1)C(C(C)O)=O)=O